N[C@H]([C@H](CN1CCN(CC1)CC1=CC=C(C=C1)C(F)(F)F)O)CC1=CC=CC=C1 (2S,3S)-3-amino-4-phenyl-1-(4-(4-(trifluoromethyl)benzyl)piperazin-1-yl)butan-2-ol